C1(CC=CC1)C(C(=O)O)=C.C(CCCCCCCCCCCCCCC)(=O)N(C)CC(=O)O N-palmitoyl-sarcosine cyclopent-3-en-1-yl-acrylate